[Cr](=O)(=O)([O-])O[Cr](=O)(=O)[O-].[Al+3].[K+].[Cr](=O)(=O)([O-])O[Cr](=O)(=O)[O-] potassium aluminum dichromate